5-methoxy-4-((5-methyl-1H-pyrazol-3-yl)amino)-6-morpholinopyrimidin COC=1C(=NC=NC1N1CCOCC1)NC1=NNC(=C1)C